C(C)OC1CCC(CC1)N1N=C(C(=C1)[N+](=O)[O-])C1=NC(=CC=C1F)F 2-(1-((1r,4r)-4-ethoxycyclohexyl)-4-nitro-1H-pyrazol-3-yl)-3,6-difluoropyridine